6-(2,4-dichlorophenyl)-5-(4-((1-(3-fluoropropyl) azetidin-3-yl) methyl) phenyl)-7,8-dihydronaphthalene-2-carboxylate ClC1=C(C=CC(=C1)Cl)C1=C(C=2C=CC(=CC2CC1)C(=O)[O-])C1=CC=C(C=C1)CC1CN(C1)CCCF